1,3-difluoro-2-(prop-1-yn-1-yl)benzene FC1=C(C(=CC=C1)F)C#CC